coumarin silver [Ag].O1C(=O)C=CC2=CC=CC=C12